2-chloroethyl-cyclohexylurea ClCCN(C(=O)N)C1CCCCC1